N1(CCC1)C(=O)C=1C=NC=C(C1)C1=CC=CC=2N1N=CC2C(=O)N2CCCCC2 Azetidin-1-yl-(5-(3-(piperidine-1-carbonyl)pyrazolo[1,5-a]pyridin-7-yl)pyridin-3-yl)methanone